C(C)C(C(=O)OCC1=CC(=NN1C)C(C)C)(C1=C(C=CC(=C1)CC)OC)Br (3-isopropyl-1-methyl-1H-pyrazole-5-yl)methanol ethyl-2-bromo-2-(5-ethyl-2-methoxyphenyl)acetate